Cl.NCCOCC(=O)N1CCC(CC1)COC1=CC(=C2C(NC(=NC2=C1)CSC1CCOCC1)=O)F 7-((1-(2-(2-aminoethoxy)acetyl)piperidin-4-yl)methoxy)-5-fluoro-2-(((tetrahydro-2H-pyran-4-yl)thio)methyl)quinazolin-4(3H)-one hydrochloride